FC(CCSC1=NC=C(C=N1)C(=O)NCCC(C)C)(C1=CC=C(C=C1)F)F [[3,3-Difluoro-3-(4-fluorophenyl)-propyl]sulfanyl]-N-(3-methyl-butyl)-pyrimidine-5-carboxylic acid amide